C1(C=CC=C1)(C(=O)[O-])C(=O)[O-].C1(C=CC=C1)(C(=O)[O-])C(=O)[O-].[Na+].C1(CC1)C=1C(=C2C(=NN(C(C2=CC1)=O)CC(=O)NC1=NC=C(C=N1)F)C(F)F)F.[Na+].[Na+].[Na+] 2-[6-cyclopropyl-4-(difluoromethyl)-5-fluoro-1-oxophthalazin-2-yl]-N-(5-fluoropyrimidin-2-yl)acetamide Sodium dicyclopentadienediformate